COC(=O)C=1C=CC(=NC1)C1=C2CCN(C2=CC=C1)C(=O)OC(C)(C)C tert-butyl 4-[5-(methoxycarbonyl)pyridin-2-yl]-2,3-dihydroindole-1-carboxylate